[O-]C(=O)CCCCCCCCC.[O-]C(=O)CCCCCCCCC.[Sr+2] strontium dicaprate